[Si](C)(C)(C(C)(C)C)OC=1C=C(C(=CC1)C1=C(C=C(C=C1)O[Si](C)(C)C(C)(C)C)C(C)(C)O)O 4,4'-bis((t-butyldimethylsilyl)oxy)-2'-(2-hydroxypropan-2-yl)-[1,1'-biphenyl]-2-ol